(R)-5-[1-(2-chloro-6-fluoro-phenyl)-piperidin-4-yl]-2-cyclopropyl-7-(2-cyclopropyl-benzyl)-4-methyl-2,4,5,7-tetrahydro-pyrazolo[3,4-d]pyrimidin-6-one ClC1=C(C(=CC=C1)F)N1CCC(CC1)N1C(N(C=2C([C@H]1C)=CN(N2)C2CC2)CC2=C(C=CC=C2)C2CC2)=O